BrC1=CC=C(OCC(CCCO)O)C=C1 5-(4-bromophenoxy)pentane-1,4-diol